(2r,4r)-2-(((S)-1-((2-acetamido-5-chlorobenzyl)amino)-1-oxopropan-2-yl)carbamoyl)-4-phenylpyrrolidine-1-carboxylic acid tert-butyl ester C(C)(C)(C)OC(=O)N1[C@H](C[C@@H](C1)C1=CC=CC=C1)C(N[C@H](C(=O)NCC1=C(C=CC(=C1)Cl)NC(C)=O)C)=O